C1=CC=CC=2C3=CC=CC=C3C(C12)COC(=O)N([C@H](C(=O)O)CC=1C=NC(=CC1)OC)C (2S)-2-[9H-fluoren-9-ylmethoxycarbonyl(methyl)amino]-3-(6-Methoxypyridin-3-yl)propanoic acid